tert-butyl (1-(4-(methoxy(methyl)carbamoyl)-3-(3-methoxypropoxy)phenyl)-3-methylbutan-2-yl)carbamate CON(C(=O)C1=C(C=C(C=C1)CC(C(C)C)NC(OC(C)(C)C)=O)OCCCOC)C